4-bromo-1-(2-hydroxyethyl)-pyrrole-2-carbonitrile BrC=1C=C(N(C1)CCO)C#N